N/C(/NCCC[C@@H](NC(C(C1=CC=CC=C1)C=1C=C(OCCOCCNC(OC(C)(C)C)=O)C=CC1)=O)C(NCC1=CC=C(C=C1)O)=O)=N/C(NCCNC(CC)=O)=O tert-butyl (2-(2-(3-((4R,Z)-9-amino-4-((4-hydroxybenzyl)carbamoyl)-2,11,16-trioxo-1-phenyl-3,8,10,12,15-pentaazaoctadec-9-en-1-yl)phenoxy)ethoxy)ethyl)carbamate